C[C@H]1N(CCOC1)C=1N=C2N(C(C1)=O)CC[C@H](N2CC(N2CCCCC2)=O)C(F)(F)F (S)-2-((R)-3-Methyl-morpholin-4-yl)-9-(2-oxo-2-piperidin-1-yl-ethyl)-8-trifluoromethyl-6,7,8,9-tetrahydro-pyrimido[1,2-a]-pyrimidin-4-one